CC1(OB(OC1(C)C)C1=CC2=C(CN(CCS2(=O)=O)C(=O)OC(C)(C)C)C=C1)C tert-Butyl 8-(4,4,5,5-tetramethyl-1,3,2-dioxaborolan-2-yl)-2,3-dihydrobenzo[f][1,4]thiazepine-4(5H)-carboxylate 1,1-dioxide